FC1=C(C=CC(=C1)F)CNC(=O)C=1C(C(=C2N(C[C@@H]3N([C@@H]4[C@H](CO3)CCCC4)C2=O)C1)O)=O |r| racemic-(4aR,6aR,14aS)-N-[(2,4-Difluorophenyl)methyl]-12-hydroxy-11,13-dioxo-1,3,4,4a,5,6a,7,11,13,14a-decahydro-2H-pyrido[1',2':4,5]pyrazino[1,2-a][3,1]benzoxazine-10-carboxamide